ClC=1C=2N(C=C(C1)S(=O)(=O)Cl)C(=CN2)C(=O)OCC ethyl 8-chloro-6-chlorosulfonyl-imidazo[1,2-a]pyridine-3-carboxylate